[C@H]12OC[C@H](N(C1)C1=CC(=C(C=C1)NC1=NC=C(C(=N1)NCCCN1CCOCCC1=O)C(F)(F)F)C)C2 |r| rac-4-(3-((2-((4-((1R,4R)-2-oxa-5-azabicyclo[2.2.1]heptan-5-yl)-2-methylphenyl)amino)-5-(trifluoromethyl)pyrimidin-4-yl)amino)propyl)-1,4-oxazepan-5-one